Ditert-butyl 4-[[4-[1-(2,6-dioxo-3-piperidyl)-3-methyl-2-oxo-benzimidazol-5-yl]-1-piperidyl] methyl]piperidine-1,2-dicarboxylate O=C1NC(CCC1N1C(N(C2=C1C=CC(=C2)C2CCN(CC2)CC2CC(N(CC2)C(=O)OC(C)(C)C)C(=O)OC(C)(C)C)C)=O)=O